Benzazolin N1=CCC2=C1C=CC=C2